2-(2-(4-bromophenyl)piperidin-1-yl)-2-oxo-N-(pyrazolo[1,5-a]pyrimidin-3-yl)acetamide-d BrC1=CC=C(C=C1)C1N(CCCC1)C(C(=O)N([2H])C=1C=NN2C1N=CC=C2)=O